OCCP(O)(O)=O (2-hydroxyethyl)phosphonic acid